ClC=1C2=C(N=CN1)C=C(C(=N2)Cl)OCC 4,6-dichloro-7-ethoxypyrido[3,2-d]pyrimidine